3-azaspiro[3.3]heptane C1CNC12CCC2